FC=1C=C(C=CC1)C(CC1=CC(=CC=C1)F)O (-)-1,2-Bis(3-fluorophenyl)ethan-1-ol